1-(3-fluorophenyl)-4-(tetrahydro-2H-pyran-4-yl)-N-(4-(trifluoromethyl)benzyl)-1H-imidazol-2-amine FC=1C=C(C=CC1)N1C(=NC(=C1)C1CCOCC1)NCC1=CC=C(C=C1)C(F)(F)F